ClC1=CC2=C(C=N1)NC(=N2)/C(=C/C2=C(N(C(=C2)C)C=2SC(=CC2C#N)C)C)/C#N (E)-2-(3-(2-(6-chloro-3H-imidazo[4,5-c]pyridin-2-yl)-2-cyanovinyl)-2,5-dimethyl-1H-pyrrol-1-yl)-5-methylthiophene-3-carbonitrile